C1(=CC=CC=C1)C1N=COC1C1=CC=CC=C1 4,5-dihydro-4,5-diphenyloxazole